O1N=C(C2=C1C=CC=C2)C2=C(C=CC=C2)[C@H](CC2=NC(=CC=C2)OC)NC(OC(C)(C)C)=O tert-Butyl (S)-{1-[2-(benzo[d]isoxazol-3-yl)phenyl]-2-(6-methoxypyridine-2-yl)ethyl}carbamate